5-(4-chlorophenyl)-1-(2,4-dichlorophenyl)-4-methyl-N-(3-(((1S,2S,4S)-1,7,7-trimethyl-bicyclo[2.2.1]heptan-2-yl)oxy)-propyl)-1H-pyrazole-3-carboxamide ClC1=CC=C(C=C1)C1=C(C(=NN1C1=C(C=C(C=C1)Cl)Cl)C(=O)NCCCO[C@@H]1[C@]2(CC[C@@H](C1)C2(C)C)C)C